N-[3-[2-(difluoromethoxy)-5-methylsulfanyl-phenyl]-1-[[2-[1-[2-(dimethylamino)ethyl]azetidin-3-yl]tetrazol-5-yl]methyl]pyrazol-4-yl]pyrazolo[1,5-a]pyrimidine-3-carboxamide FC(OC1=C(C=C(C=C1)SC)C1=NN(C=C1NC(=O)C=1C=NN2C1N=CC=C2)CC=2N=NN(N2)C2CN(C2)CCN(C)C)F